2-(6-methoxypyrazin-2-yl)-1,3-thiazole-5-carboxylic acid COC1=CN=CC(=N1)C=1SC(=CN1)C(=O)O